calcium bis(12-hydroxystearate) OC(CCCCCCCCCCC(=O)[O-])CCCCCC.OC(CCCCCCCCCCC(=O)[O-])CCCCCC.[Ca+2]